ethyl (Z)-[7-[3-(4-iodophenyl)-3-(4-trifluoromethylphenyl)allyloxy]benzo[b]furan-4-yloxy]acetate IC1=CC=C(C=C1)\C(=C/COC1=CC=C(C2=C1OC=C2)OCC(=O)OCC)\C2=CC=C(C=C2)C(F)(F)F